1-butenyl-indole C(=CCC)N1C=CC2=CC=CC=C12